3-(5-(3-fluoro-4-((2-(3-methylisoxazol-5-yl)pyrrolidin-1-yl)methyl)pyridin-2-yl)-1-oxoisoindolin-2-yl)piperidine-2,6-dione FC=1C(=NC=CC1CN1C(CCC1)C1=CC(=NO1)C)C=1C=C2CN(C(C2=CC1)=O)C1C(NC(CC1)=O)=O